rac-(7S)-4,7-difluoro-7-isopropyl-N-[rac-(1R)-3-[4-(morpholinomethyl)-1-piperidyl]-1-(6-pyridazin-4-yl-3-pyridyl)propyl]-6,8-dihydro-5H-acridine-2-carboxamide FC1=CC(=CC2=CC=3C[C@@](CCC3N=C12)(C(C)C)F)C(=O)N[C@H](CCN1CCC(CC1)CN1CCOCC1)C=1C=NC(=CC1)C1=CN=NC=C1 |r|